O=C1N(CC2=CC=C(C=C12)N1CCN(CC1)CC1CCC(CC1)COC1OCCCC1)C1C(NC(CC1)=O)=O 3-(1-oxo-6-(4-(((1s,4s)-4-(((tetrahydro-2H-pyran-2-yl)oxy)methyl)cyclohexyl)-methyl)piperazin-1-yl)isoindolin-2-yl)piperidine-2,6-dione